vinyl-3H-imidazolium C(=C)C1=NC=C[NH2+]1